ClC=1C=C(C=CC1)[C@@H](CNCCO)NC(=O)C=1N=CN(C1)C1=NC(=NC=C1C)NC1CCOCC1 (S)-N-(1-(3-chlorophenyl)-2-((2-hydroxy-ethyl)amino)ethyl)-1-(5-methyl-2-((tetrahydro-2H-pyran-4-yl)amino)-pyrimidin-4-yl)-1H-imidazole-4-carboxamide